N-(3-(2-(tert-butyl)-5-(2-((4-((2-(piperidin-1-yl)ethyl)thio)-phenyl)amino)pyrimidin-4-yl)thiazol-4-yl)-2-fluorophenyl)-2,6-difluorobenzenesulfonamide C(C)(C)(C)C=1SC(=C(N1)C=1C(=C(C=CC1)NS(=O)(=O)C1=C(C=CC=C1F)F)F)C1=NC(=NC=C1)NC1=CC=C(C=C1)SCCN1CCCCC1